(2R,5S,12R)-12-cyclohexyl-2-[2-(3,4-dimethoxyphenyl)ethyl]-22-hydroxy-15,15-dimethyl-3,19-dioxa-10,13,16-triazatricyclo[18.3.1.05,10]tetracosa-1(24),20,22-triene-4,11,14,17-tetrone C1(CCCCC1)[C@@H]1C(N2CCCC[C@H]2C(O[C@@H](C=2C=C(C=C(OCC(NC(C(N1)=O)(C)C)=O)C2)O)CCC2=CC(=C(C=C2)OC)OC)=O)=O